FC(OC1=NNC(=C1)NC1=NC(=CN=C1)O[C@H]1C(CNCC1)(F)F)F (R)-N-(3-(difluoromethoxy)-1H-pyrazol-5-yl)-6-((3,3-difluoropiperidin-4-yl)oxy)pyrazin-2-amine